ClC=1C=C(C=CC1F)NC(N([C@H](C)C1=NNC(C2=CC=CC=C12)=O)C)=O (R)-3-(3-chloro-4-fluorophenyl)-1-methyl-1-(1-(4-oxo-3,4-dihydrophthalazin-1-yl)ethyl)urea